1-(6-ortho-methylbenzoyl-9-ethylcarbazol-3-yl)-(3-cyclopentyl)-propane-1,2-dione CC1=C(C(=O)C=2C=C3C=4C=C(C=CC4N(C3=CC2)CC)C(C(CC2CCCC2)=O)=O)C=CC=C1